C(C=C)(=O)N1CCC(CC1)C(=O)N1CCN(CC1)C1=CC=C(C=N1)C=1C=C(C=2N(C1)N=CC2C#N)OC 6-(6-(4-(1-acryloylpiperidine-4-carbonyl)piperazin-1-yl)pyridin-3-yl)-4-methoxypyrazolo[1,5-a]pyridine-3-carbonitrile